N-(1-methyl-3-(trifluoromethyl)-1H-pyrazol-5-yl)-5-(2-methyl-5-(((1R,5S,7s)-9-methyl-3-oxa-9-azabicyclo[3.3.1]nonan-7-yl)oxy)pyridin-4-yl)pyrazolo[1,5-a]pyridin-2-amine CN1N=C(C=C1NC1=NN2C(C=C(C=C2)C2=CC(=NC=C2OC2C[C@H]3COC[C@@H](C2)N3C)C)=C1)C(F)(F)F